NC1C(CN(CC1)C1=C(C=C2C(C(=CN(C2=C1)C1CC1)CN(CC1=CC(=NC=C1)C)[C@@H]1CN(CCC1)C=1C=NC(=CC1)C)=O)F)(F)F 7-(4-amino-3,3-difluoropiperidin-1-yl)-1-cyclopropyl-6-fluoro-3-({[(3S)-1-(6-methylpyridin-3-yl)piperidin-3-yl][(2-methylpyridin-4-yl)methyl]amino}methyl)-1,4-dihydroquinolin-4-one